FC(C1=NN=C(O1)NCC1=C(C=C(C=C1)B1OC(C(O1)(C)C)(C)C)F)F 5-(Difluoromethyl)-N-(2-fluoro-4-(4,4,5,5-tetramethyl-1,3,2-dioxaborolan-2-yl)benzyl)-1,3,4-oxadiazol-2-amine